C(C)(C)(C)NC(C1=CC=C(C=C1)C)=O N-(tert-butyl)-4-methylbenzamide